7-(tert-butyldimethylsilyloxy)-4-chloro-6,7-dihydro-5H-cyclopenta[b]pyridin-7-ol [Si](C)(C)(C(C)(C)C)OC1(CCC=2C1=NC=CC2Cl)O